COC1=C(C=C2C=C(NC2=C1)C)C=1N=C2C=CC(=NC2=CC1)C1CC(N(CC1)C(=O)OC(C)(C)C)C Tert-butyl 4-[6-(6-methoxy-2-methylindol-5-yl)-1,5-naphthyridin-2-yl]-2-Methylpiperidine-1-carboxylate